Methyl ((2S)-1-(3-(((S)-1-(cyclopropylamino)-6,6-difluoro-1,2-dioxoheptan-3-yl)carbamoyl)-8-oxa-2-azaspiro[4.5]decan-2-yl)-3,3-dimethyl-1-oxobutan-2-yl)carbamate C1(CC1)NC(C([C@H](CCC(C)(F)F)NC(=O)C1N(CC2(C1)CCOCC2)C([C@H](C(C)(C)C)NC(OC)=O)=O)=O)=O